[Ag].[N+](=O)([O-])C1=NN=NN1 5-nitrotetrazole silver salt